FC=1C=C2C3=C(NC2=C(C1)N(C(OCOP(=O)(O)O)=O)C)N=C(N=C3N3CC1CC(C1C3)O)OC=3C=NC(=NC3)C (Phosphonooxy)methyl (6-fluoro-4-(6-hydroxy-3-azabicyclo[3.2.0]heptan-3-yl)-2-((2-methylpyrimidin-5-yl)oxy)-9H-pyrimido[4,5-b]indol-8-yl)(methyl)carbamate